C(C)(=O)O[C@H](C(=O)NC=1C(=C(C(=C(C1I)C(=O)Cl)I)C(=O)Cl)I)C [(2S)-2-(acetyloxy)-1-oxopropyl]amino-2,4,6-triiodo-1,3-benzenedicarbonyl dichloride